C(=O)C1C2CC(C(C1)C2)C(=O)OCC2=CC=CC=C2 Benzyl 5-formylbicyclo[2.2.1]heptane-2-carboxylate